3-fluoro-6-morpholinoquinoline-4-carboxylic acid FC=1C=NC2=CC=C(C=C2C1C(=O)O)N1CCOCC1